5-(3-benzyl-1-((1-methyl-1H-pyrazol-3-yl)sulfonyl)pyrrolidin-3-yl)-6-chloro-1-(4-fluorophenyl)-1H-indazole C(C1=CC=CC=C1)C1(CN(CC1)S(=O)(=O)C1=NN(C=C1)C)C=1C=C2C=NN(C2=CC1Cl)C1=CC=C(C=C1)F